C(C1=CC=CC=C1)OC(=O)C=1C=CC=NC1 Pyridine-5-carboxylic acid benzyl ester